C(C)(C)(C)OC(=O)N[C@H]1C[C@H](CCC1)C(=O)OCC1=CC=CC=C1 cis-benzyl 3-((tert-butoxycarbonyl)amino)cyclohexanecarboxylate